C(C1=CC=CC=C1)N(CCOCCOCCOCCOCCOCCOCCOCCOCCN(C(OC(C)(C)C)=O)C(=O)OC(C)(C)C)C tert-butyl N-[2-[2-[2-[2-[2-[2-[2-[2-[2-[benzyl(methyl)amino]ethoxy]ethoxy]ethoxy]ethoxy]ethoxy]ethoxy]ethoxy]ethoxy]ethyl]-N-tert-butoxycarbonyl-carbamate